2,4,6-Trimethoxy-3-vinylbenzenesulfonamide COC1=C(C(=CC(=C1C=C)OC)OC)S(=O)(=O)N